(1S,2R,3R,5R)-2-fluoro-3-((3-(6-methoxy-2-methyl-4-oxo-4H-chromen-7-yl)-1,2,4-triazin-6-yl)(methyl)amino)-8-azabicyclo[3.2.1]octane-8-carboxylic acid tert-butyl ester C(C)(C)(C)OC(=O)N1[C@@H]2[C@@H]([C@@H](C[C@H]1CC2)N(C)C2=CN=C(N=N2)C2=C(C=C1C(C=C(OC1=C2)C)=O)OC)F